N[C@H]1CN(C[C@@H](C1)F)C(=O)C=1C=CC=2N(C1)N=C(C2C)C2=CC=1C(=NC(=CC1)N1CCC(CC1)OC)N2CC2CC2 ((3R,5R)-3-amino-5-fluoropiperidin-1-yl)(2-(1-(cyclopropylmethyl)-6-(4-methoxypiperidin-1-yl)-1H-pyrrolo[2,3-b]pyridin-2-yl)-3-methylpyrazolo[1,5-a]pyridin-6-yl)methanone